trans-2-(3-bromophenyl)-2-methylcyclopropane-1-carboxylate BrC=1C=C(C=CC1)[C@]1([C@@H](C1)C(=O)[O-])C